N,N-bis(4-(6-((3-ethyloxetane-3-yl)methoxy)hexyloxy)phenyl)-3,5-di(9H-carbazol-9-yl)benzenamine C(C)C1(COC1)COCCCCCCOC1=CC=C(C=C1)N(C1=CC(=CC(=C1)N1C2=CC=CC=C2C=2C=CC=CC12)N1C2=CC=CC=C2C=2C=CC=CC12)C1=CC=C(C=C1)OCCCCCCOCC1(COC1)CC